C1NCC12CC(C2)CN2C(C=CC(=C2)OC(F)F)=O 1-(2-azaspiro[3.3]heptan-6-ylmethyl)-5-(difluoromethoxy)pyridin-2-one